ClC=1C=C(OCCC(C(=O)O)CC)C=CC1C=1N(C2=NC=NC(=C2N1)OC1(CC1)C)CC1=CC(=CC=C1)Cl 4-(3-chloro-4-(9-(3-chlorobenzyl)-6-(1-methylcyclopropoxy)-9H-purin-8-yl)phenoxy)-2-ethylbutanoic acid